tetracosanate C(CCCCCCCCCCCCCCCCCCCCCCC)(=O)[O-]